BrC1=C(C(=CC(=C1)Br)Br)NC(CC(=O)NC1=C(C=C(C=C1Br)Br)Br)=O N,N'-bis(2,4,6-tribromophenyl)malonamide